CN1N=CC=C1C1C(CC1)C=1NC(C2=C(N1)N(N=C2C#N)C(C)C=2C=NC(=CC2)C(F)(F)F)=O 6-(2-(1-methyl-1H-pyrazol-5-yl)cyclobutyl)-4-oxo-1-(1-(6-(trifluoromethyl)pyridin-3-yl)ethyl)-4,5-dihydro-1H-pyrazolo[3,4-d]pyrimidine-3-carbonitrile